N1(C=NC=C1)CCCN(CCC[Si](OCC)(OCC)OCC)CCC[Si](OCC)(OCC)OCC N-(3-(1H-imidazole-1-yl)propyl)-3-(Triethoxysilyl)-N-(3-(triethoxysilyl)propyl)propane-1-amine